4-[1-[6-[3-(6-methyl-2-pyridyl)-1H-pyrazol-4-yl]-1,5-naphthyridin-4-yl]azetidin-3-yl]morpholine CC1=CC=CC(=N1)C1=NNC=C1C=1N=C2C(=CC=NC2=CC1)N1CC(C1)N1CCOCC1